CC=1N=C2N(N=C(C=C2C)C=2C=C(C=3N(C2)C=C(N3)C(=O)NC[C@@H]3NCCCC3)F)C1 6-(2,8-dimethylimidazo[1,2-b]pyridazin-6-yl)-8-fluoro-N-[[(2R)-2-piperidinyl]methyl]imidazo[1,2-a]pyridine-2-carboxamide